dimethoxybenzoyl-tartaric acid COOC(C(C(=O)O)(OOC)C(C1=CC=CC=C1)=O)C(=O)O